2-methoxyoctadecan-1-ol COC(CO)CCCCCCCCCCCCCCCC